methyl (S)-3-isopropyl-4-phenyl-2,3,4,5-tetrahydrobenzo[f][1,4]oxazepine-8-carboxylate C(C)(C)[C@H]1COC2=C(CN1C1=CC=CC=C1)C=CC(=C2)C(=O)OC